Cl.C[Si](CCOCN1C=NC2=NC=NC(=C12)N)(C)C 7-((2-(trimethylsilyl)ethoxy)methyl)-7H-purin-6-amine hydrochloride